2,3-dicyano-6,7-diaminonaphthalene C(#N)C1=CC2=CC(=C(C=C2C=C1C#N)N)N